(αS)-α-methyl-3-phenoxybenzenemethanol C[C@H](O)C1=CC(=CC=C1)OC1=CC=CC=C1